O=C1N(C=CC2=CC=CC(=C12)B1OC(C(O1)(C)C)(C)C)CC1CN(CC1)C(=O)OC(C)(C)C tert-butyl 3-((1-oxo-8-(4,4,5,5-tetramethyl-1,3,2-dioxaborolan-2-yl)isoquinolin-2(1H)-yl)methyl)pyrrolidine-1-carboxylate